ClC1=C(C(=O)NC=2C=C3C=C(N(C3=CC2)C(C)C)C(=O)NC2=CC(=CC(=C2)F)Cl)C=C(C=C1)CNC(C(C)C)=O 5-(2-chloro-5-(isobutyrylaminomethyl)benzoylamino)-N-(3-chloro-5-fluorophenyl)-1-isopropyl-1H-indole-2-carboxamide